O=C1NC(CCC1N1C(N(C2=C1C=CC(=C2)N2CCC(CC2)CC=O)C)=O)=O 2-[1-[1-(2,6-dioxo-3-piperidyl)-3-methyl-2-oxo-benzimidazol-5-yl]-4-piperidyl]acetaldehyde